C(C(C)C)C1=CC=C(C=C1)C(C(=O)O)C (4-isobutylphenyl)propionic acid